C(#N)N1C[C@H](CC1)C(=O)NC=1N=C2N(C=CC=C2)C1 (S)-1-cyano-N-(imidazo[1,2-a]pyridin-2-yl)pyrrolidine-3-carboxamide